BrCCOC1=C(C=C(C=C1)Cl)C=1C=C(C(=O)OCC)C=CC1 Ethyl 3-[2-(2-bromanylethoxy)-5-chloranyl-phenyl]benzoate